N6-(3-iodobenzyl)-adenosine IC=1C=C(CNC=2C=3N=CN([C@H]4[C@H](O)[C@H](O)[C@@H](CO)O4)C3N=CN2)C=CC1